3-((1-methylcyclobutyl)sulfonyl)aniline CC1(CCC1)S(=O)(=O)C=1C=C(N)C=CC1